1-aminoheptachlorotrisilane N[Si]([Si]([Si](Cl)(Cl)Cl)(Cl)Cl)(Cl)Cl